((cyclohexyl-(methyl)amino)methyl)benzonitrile C1(CCCCC1)N(C)CC1=C(C#N)C=CC=C1